(7S)-7,8-dimethyl-2-(((1-(3,4,5-trifluorobenzyl)-1H-pyrazol-4-yl)methyl)amino)-7,8-dihydropteridin-6(5H)-one C[C@H]1C(NC=2C=NC(=NC2N1C)NCC=1C=NN(C1)CC1=CC(=C(C(=C1)F)F)F)=O